Methyl 2-[methyl(pyridin-2-ylmethyl)amino]-1,3-thiazole-4-carboxylate Methyl-2-bromo-1,3-thiazole-4-carboxylate COC(=O)C=1N=C(SC1)Br.CN(C=1SC=C(N1)C(=O)OC)CC1=NC=CC=C1